tert-butyl 2-(2-((2-(((tert-butyldimethylsilyl)oxy)methyl)-7-iodobenzofuran-5-yl)methoxy)phenyl)acetate [Si](C)(C)(C(C)(C)C)OCC=1OC2=C(C1)C=C(C=C2I)COC2=C(C=CC=C2)CC(=O)OC(C)(C)C